[Li+].[SH3+] sulfonium lithium salt